C12(CC(C1)(C2)COCCN)COCCN 2,2'-((bicyclo[1.1.1]pentane-1,3-diylbis(methylene))bis(oxy))bis(ethane-1-amine)